FC1=C(C2=C(N(C(N2C)=O)COCC[Si](C)(C)C)C=C1)N1CCN(CC1)C(=O)OC(C)(C)C tert-butyl 4-[5-fluoro-3-methyl-2-oxo-1-(2-trimethylsilylethoxymethyl)benzimidazol-4-yl]piperazine-1-carboxylate